5-amino-4-fluoro-N-(2-methoxyethyl)-2-methylbenzamide NC=1C(=CC(=C(C(=O)NCCOC)C1)C)F